(E)-N-hydroxy-3-(4-((3-(4-methoxyphenyl)-2,4-dioxo-3,4-dihydroquinazolin-1(2H)-yl)methyl)phenyl)acrylamide ONC(\C=C\C1=CC=C(C=C1)CN1C(N(C(C2=CC=CC=C12)=O)C1=CC=C(C=C1)OC)=O)=O